FC1=C(C=C(C=C1)F)[C@H]1N(CC[C@H](C1)NC)C(=O)N1CC2(CCCC2)[C@@H](CC1)CN1C(C=C(C=C1)C1=CC=CC=C1)=O 1-(((R)-7-((2S,4R)-2-(2,5-difluorophenyl)-4-(methylamino)piperidine-1-carbonyl)-7-azaspiro[4.5]dec-10-yl)methyl)-4-phenylpyridin-2(1H)-one